ClC1=CC=C(C=C1)C1=C(CCC(C1)(C)C)CN1C2CN(C(C1)CC2)CC=2C=C1CN(C(C1=CC2F)=O)C2C(NC(CC2)=O)=O 3-(5-((5-((4'-chloro-5,5-dimethyl-3,4,5,6-tetrahydro-[1,1'-biphenyl]-2-yl)methyl)-2,5-diazabicyclo[2.2.2]octane-2-yl)methyl)-6-fluoro-1-oxoisoindolin-2-yl)piperidine-2,6-dione